FC=1C(=C2C=CC(=NC2=CC1)C(=O)O)N1N=CC=C1 6-fluoro-5-(1H-pyrazol-1-yl)quinoline-2-carboxylic acid